(S)-7-isopropyl-4,8-dimethyl-2-((trans-3-(3-(trifluoromethyl)-1H-pyrazol-1-yl)cyclobutyl)amino)-7,8-dihydropteridin-6(5H)-one C(C)(C)[C@H]1C(NC=2C(=NC(=NC2N1C)N[C@@H]1C[C@H](C1)N1N=C(C=C1)C(F)(F)F)C)=O